2-methylheptadecan-9-yl 6-(oxiran-2-yl)hexanoate O1C(C1)CCCCCC(=O)OC(CCCCCCC(C)C)CCCCCCCC